(2-(((2-fluoro-3-formyl-4-methylphenyl)thio)methyl)phenyl)carbamic acid tert-butyl ester C(C)(C)(C)OC(NC1=C(C=CC=C1)CSC1=C(C(=C(C=C1)C)C=O)F)=O